NC=1C(=NC(=CC1)Cl)C#CC1=CC(=NC=C1)NC(C)=O N-{4-[(3-amino-6-chloropyridin-2-yl)ethynyl]pyridin-2-yl}acetamide